(1S,2S)-N-[6-[4-((3S,4S)-4-fluoro-3-methyl-tetrahydrofuran-3-yl)piperazin-1-yl]-7-methyl-3-isoquinolinyl]-2-(1-methylpyrazol-3-yl)cyclopropanecarboxamide F[C@H]1[C@@](COC1)(C)N1CCN(CC1)C=1C=C2C=C(N=CC2=CC1C)NC(=O)[C@@H]1[C@H](C1)C1=NN(C=C1)C